COC1=CC=2N(C=C1OC)N=C(C2)C(C)=O 1-[5,6-dimethoxypyrazolo[1,5-a]pyridin-2-yl]ethan-1-one